CN[C@@H](CC1=CC=C(C=C1)O)C(=O)O methyltyrosine